C(CC)OC(=O)C1=C(N=C(S1)NC(C[C@@H](CCCNC)NC(C1=CC(=CC=C1)C1=NOC(=N1)C)=O)=O)C.FC1=CC=C2CCO[C@@H](C2=C1)[C@H]1NCCC1 (2S)-2-((S)-7-fluoroisochroman-1-yl)pyrrolidine Propyl-(R)-4-methyl-2-(3-(3-(5-methyl-1,2,4-oxadiazol-3-yl)benzamido)-6-(methylamino)hexanamido)thiazole-5-carboxylate